(3S,4R)-4-(4-chlorophenyl)-1-(3-pyridazin-4-yl-1H-pyrazole-5-carbonyl)pyrrolidine-3-carbonitrile ClC1=CC=C(C=C1)[C@H]1[C@@H](CN(C1)C(=O)C1=CC(=NN1)C1=CN=NC=C1)C#N